N-(3-(4-(3-(7-fluoro-1-oxo-1,2-dihydroisoquinolin-3-yl)propyl)piperazin-1-yl)benzeneYl)acetamide FC1=CC=C2C=C(NC(C2=C1)=O)CCCN1CCN(CC1)C=1C=C(C=CC1)NC(C)=O